C(C)(C)(C)[C@H](CC=C)OC(C=C)=O (S)-Acrylic acid 1-tert-butyl-but-3-enyl ester